4,4'-(propane-2,2-diylbis(cyclohexane-4,1-diyl)bis(oxy)bis(carbonyl)dibenzoic acid) CC(C)(C1CCC(CC1)OC(=O)C1=CC=C(C(=O)O)C=C1)C1CCC(CC1)OC(=O)C1=CC=C(C(=O)O)C=C1